C(C)(=O)O.C=C\C=C/CCCCCC=CCCC cis-10-tetradecenediene acetate